NC1=NC(N(C=C1)[C@@H]1CS[C@@H](O1)CO)=O (2R,5S)-4-amino-1-(2-hydroxymethyl-1,3-oxathiolan-5-yl)-2(1H)-pyrimidone